cis-acetamidocyclohexanol tert-butyl-(2S,4S)-2-methyl-4-((1-methyl-1H-pyrazol-4-yl)oxy)pyrrolidine-1-carboxylate C(C)(C)(C)[C@]1(N(C[C@H](C1)OC=1C=NN(C1)C)C(=O)OC1(CCCCC1)NC(C)=O)C